azobis(2-methyl-N-(2-hydroxyethyl)propionamide) N(=NC(C(=O)NCCO)(C)C)C(C(=O)NCCO)(C)C